laurat C(CCCCCCCCCCC)(=O)[O-]